(trimethylsilylmethyl)nickel(II) C[Si](C)(C)C[Ni+]